5-(hydroxymethyl)-N-(4-(2-isopropoxypropan-2-yl)thiazol-2-yl)-1-(pyridin-4-ylmethyl)-1H-pyrrole-2-carboxamide OCC1=CC=C(N1CC1=CC=NC=C1)C(=O)NC=1SC=C(N1)C(C)(C)OC(C)C